methyl-acrylyl-oxygen COC(C=C)=O